C(C)OC(=O)C1=C(C=NN1CC1=CC=C(C=C1)OC)I 4-iodo-1-(4-methoxybenzyl)-1H-pyrazole-5-carboxylic acid ethyl ester